2-isopropyl-3-(phosphonooxy)-5-(quinolin-3-yl)phenoxyphosphonic acid C(C)(C)C1=C(OP(O)(O)=O)C=C(C=C1OP(=O)(O)O)C=1C=NC2=CC=CC=C2C1